COCC1=C(C2=CC(=CC=C2C=C1)C1=NC(=CC=C1)C(NCC(NC1=CSC=C1)=O)=O)NC(C=C)=O N-[2-(methoxymethyl)-7-[6-({[(thiophen-3-yl)carbamoyl]methyl}carbamoyl)pyridin-2-yl]naphthalen-1-yl]prop-2-enamide